tert-butyl (2R,5S)-4-[7-(4-cyano-2-pyridinyl)-2'-fluorospiro[6H-pyrrolo[2,3-d]pyrimidine-5,1'-cyclopropane]-4-yl]-2,5-dimethylpiperazine-1-carboxylate C(#N)C1=CC(=NC=C1)N1CC2(C(C2)F)C2=C1N=CN=C2N2C[C@H](N(C[C@@H]2C)C(=O)OC(C)(C)C)C